C(C)(C)(C)OC(=O)N[C@H](C(=O)N[C@H](C(=O)NC=1C=CC(=C(CN(C(OCC#C)=O)CC#C)C1)CCl)CCCNC(=O)N)C(C)C prop-2-yn-1-yl 5-((S)-2-((S)-2-((tert-butoxycarbonyl)amino)-3-methylbutanamido)-5-ureidopentanamido)-2-(chloromethyl)benzyl(prop-2-yn-1-yl)carbamate